C1(CCC1)N1C(NC2=C1C=C(C=C2)/C=N/N(CCOC)C2=NS(C1=C2C=CC(=C1)B1OC(C(O1)(C)C)(C)C)(=O)=O)=O 3-cyclobutyl-5-[(E)-[[1,1-dioxo-6-(4,4,5,5-tetramethyl-1,3,2-dioxaborolan-2-yl)-1,2-benzothiazol-3-yl]-(2-methoxyethyl)hydrazono]methyl]-1H-benzimidazol-2-one